ClC1=NC2=CC=C(C=C2C(=N1)C(COC1OCCCC1)(OC1=CC=C(C=C1)C(F)(F)F)C1=CC=CC=C1)C=1C=C(C(N(C1)C)=O)C 5-(2-chloro-4-(1-phenyl-2-((tetrahydro-2H-pyran-2-yl)oxy)-1-(4-(trifluoromethyl)phenoxy)ethyl)quinazolin-6-yl)-1,3-dimethylpyridin-2(1H)-one